Ethylmethyl Butyrate C(CCC)(=O)OCCC